C(=C)/C(/C(=O)OCC1=CC=CC=C1)=C(\C=C)/C benzyl (2E)-2-ethenyl-3-methylpenta-2,4-dienoate